N-[(6-Amino-2-pyridyl)sulfonyl]-6-(3-fluoro-5-isobutoxyphenyl)-5-iodo-2-[(4S)-2,2,4-trimethylpyrrolidin-1-yl]pyridin-3-carboxamid NC1=CC=CC(=N1)S(=O)(=O)NC(=O)C=1C(=NC(=C(C1)I)C1=CC(=CC(=C1)OCC(C)C)F)N1C(C[C@@H](C1)C)(C)C